C1(CC1)C1=C(C(=NO1)C1=C(C=CC=C1)C(F)(F)F)COC1CCN(CC1)C=1SC=C(N1)C1=CC=C(C(=O)O)C=C1 4-(2-(4-((5-cyclopropyl-3-(2-(trifluoromethyl)phenyl)isoxazol-4-yl)methoxy)piperidin-1-yl)thiazol-4-yl)benzoic acid